4-Phospho-D-Erythronate P(=O)(O)(O)OC[C@H]([C@H](C(=O)[O-])O)O